C1(=CC=CC=C1)C(SCCOCCOCCOCCOCCOCCOCCOCCN)(C1=CC=CC=C1)C1=CC=CC=C1 1,1,1-triphenyl-5,8,11,14,17,20,23-heptaoxa-2-thiapentacosan-25-amine